FC(C=1N=CC=C2C1NC(=C2)C(=O)OCC)(F)F ethyl 7-(trifluoromethyl)-1H-pyrrolo[2,3-c]pyridine-2-carboxylate